amino-propanesulfonate NC(CC)S(=O)(=O)[O-]